Tert-butyl 1-[2-(tert-butoxy carbonylamino)-4-isopropyl-7-oxo-thieno[2,3-d]pyridazin-6-yl]cyclopropanecarboxylate C(C)(C)(C)OC(=O)NC1=CC2=C(C(N(N=C2C(C)C)C2(CC2)C(=O)OC(C)(C)C)=O)S1